2-({2-cyclopropyl-4-[4-(2-methoxy-phenyl)-piperidin-1-yl]-pyrido[3,4-d]pyrimidin-6-yl}-methyl-amino)-ethanol C1(CC1)C=1N=C(C2=C(N1)C=NC(=C2)N(CCO)C)N2CCC(CC2)C2=C(C=CC=C2)OC